C[C@H]1O[C@H](CN(C1)C=1SC=2C(=NC(=C(C2)N)N2CCCCC2)N1)C 2-((2R,6S)-2,6-dimethylmorpholino)-5-(piperidin-1-yl)thiazolo[4,5-b]pyridin-6-amine